OCC([C@H]1CC[C@H]2[C@@H]3CC[C@@H]4CC(CC[C@]4(C)[C@H]3CC[C@]12C)=O)=O 21-hydroxy-5beta-pregnane-3,20-dione